C(#N)C1=CC=C2C=C(C(=NC2=C1)OC)C(=O)OCC ethyl 7-cyano-2-methoxyquinoline-3-carboxylate